C1(CCCCC1)[C@@H](C(=O)NC1=CC=C(C=C1)C=1C=NC=CC1C)NC(=O)C1=CC=NN1C (S)-N-(1-cyclohexyl-2-((4-(4-methylpyridin-3-yl)phenyl)amino)-2-oxoethyl)-1-methyl-1H-pyrazole-5-carboxamide